Br[Si](N([Si](Br)(Br)Br)C(C)C)(Br)Br 1,1,1,3,3,3-hexabromo-2-iso-propyldisilazane